O1C(CCC1)OCC=C allyl tetrahydrofuranyl ether